NC(C)[Si](OCC)(OCC)OCC α-aminoethyltriethoxysilane